(R)-3-((6-(3-(tert-butoxy)-2-hydroxy-3-oxopropoxy)isoquinolin-1-yl)Amino)azetidine-1-carboxylic acid C(C)(C)(C)OC([C@@H](COC=1C=C2C=CN=C(C2=CC1)NC1CN(C1)C(=O)O)O)=O